Ethyl 3-(2-(ethoxycarbonyl)phenylaminocarbonyl)-2,5-dihydroxybenzoat C(C)OC(=O)C1=C(C=CC=C1)NC(=O)C=1C(=C(C(=O)OCC)C=C(C1)O)O